C1(=CC=CC=C1)C1=CSC2=NC(=CC(=C21)NCC2=CC=C(C=C2)S(=O)(=O)N)C2=NC=CC=C2 4-(((3-Phenyl-6-(pyridin-2-yl)thieno[2,3-b]pyridin-4-yl)amino)methyl)benzenesulfonamide